C(CCCCCC)C=1C=C(N)C=CC1 3-heptylaniline